CN1N=CC=C1CCN 2-(1-methyl-1H-pyrazol-5-yl)ethan-1-amine